monotetrazolium bromide [Br-].[NH+]=1NN=NC1